Cl.O=C1N2C(=NC=3C=C4C(=CC13)C=CC=C4)C(=CC=C2)C(=O)NCCN2CCSCC2 12-oxo-N-(2-thiomorpholinoethyl)-12H-benzo[g]pyrido[2,1-b]quinazoline-4-carboxamide hydrochloride